CC=1C=C(N)C=CC1OC=1C=C2C(=NC1)N(C=N2)C 3-methyl-4-((3-methyl-3H-imidazo[4,5-b]pyridin-6-yl)-oxy)aniline